(3-methyl-1H-pyrrolo[2,3-b]pyridin-5-yl)boronic acid pinacol ester CC1=CNC2=NC=C(C=C21)B2OC(C)(C)C(C)(C)O2